1-[1,1'-biphenyl]-4-yl-1-butanone C1(=CC=C(C=C1)C(CCC)=O)C1=CC=CC=C1